NCC(=O)OC methyl (2S)-glycinate